(E)-1,1,1,4,4,5,5,5-octafluoro-2-pentene FC(\C=C\C(C(F)(F)F)(F)F)(F)F